8-chloro-1-(4,4-difluoro-1-methylpyrrolidin-3-yl)-2-[(5-methyl-1,2-Oxazol-3-yl)methyl]-1H-imidazo[4,5-c]Quinoline ClC1=CC=2C3=C(C=NC2C=C1)N=C(N3C3CN(CC3(F)F)C)CC3=NOC(=C3)C